[3,5-bis(2-hydroxyphenyl)-1,2,4-triazol-1-yl]benzoic acid OC1=C(C=CC=C1)C1=NN(C(=N1)C1=C(C=CC=C1)O)C1=C(C(=O)O)C=CC=C1